NCC1=CC=C(S1)C(=N)N 5-(aminomethyl)thiophene-2-carboxamidine